3-Fluoro-4-((2-(piperidin-4-oxy)pyridin-3-yl)methoxy)-benzonitrile FC=1C=C(C#N)C=CC1OCC=1C(=NC=CC1)OC1CCNCC1